3,5-bis-methylphenylmagnesium bromide CC=1C=C(C=C(C1)C)[Mg]Br